C(C)(C)(C)C1=CCCN(C1)C(=O)NC1=C(C=C(C(=C1)C=1C=C(C=2N(C1)C=CN2)N2CCOCC2)C)F 5-(tert-butyl)-N-(2-fluoro-4-methyl-5-(8-morpholinylimidazo[1,2-a]pyridin-6-yl)phenyl)-3,6-dihydropyridine-1(2H)-carboxamide